C1N(CCC2=CC=CC=C12)[C@H]1[C@@H](CNCC1)O trans-4-(3,4-dihydroisoQuinolin-2(1H)-yl)piperidin-3-ol